C(\C=C\C(=O)OCCCCCC(C)C)(=O)OCCCCCC(C)C di(6-methylheptyl) fumarate